[Zn].[Ru] ruthenium-zinc